C(C)(=O)C1=NN(C2=C(C=C(C=C12)NC(=O)OC(C)(C)C)CC=C)CC(=O)OC(C)(C)C tert-Butyl 2-(3-acetyl-7-allyl-5-((tert-butoxycarbonyl)amino)-1H-indazol-1-yl)acetate